N-ETHYL-2-(2-FORMYLPHENOXY)PROPANAMIDE C(C)NC(C(C)OC1=C(C=CC=C1)C=O)=O